(1R,3S,5S)-8-(propan-2-yl)-8-azabicyclo[3.2.1]octan-3-ol CC(C)N1[C@H]2CC(C[C@@H]1CC2)O